C(C)(C)(C)OC(=O)N[C@H](C(=O)O)C1CC1 (2S)-2-(tert-butoxycarbonylamino)-2-cyclopropyl-acetic acid